N1CN=C2N=CN=C2C1=O dihydropurin-6-one